3-[[(1,3-benzodioxol-5-ylamino)carbonyl]amino]-4-(4-phenyl-1-piperidinyl)-benzamide O1COC2=C1C=CC(=C2)NC(=O)NC=2C=C(C(=O)N)C=CC2N2CCC(CC2)C2=CC=CC=C2